(4-chlorophenyl)-2-(1-methyl-1H-pyrazol-4-yl)-6-(4-(methylsulfonyl)piperazin-1-yl)pyrimidine ClC1=CC=C(C=C1)C1=NC(=NC(=C1)N1CCN(CC1)S(=O)(=O)C)C=1C=NN(C1)C